(E)-3-(3-Hydroxyphenyl)-1-[4-(trifluoromethyl)phenyl]prop-2-en-1-one OC=1C=C(C=CC1)/C=C/C(=O)C1=CC=C(C=C1)C(F)(F)F